(2S,4R)-4-((6-methoxypyridin-3-yl)methyl)-N-((1-methyl-1H-indazol-5-yl)methyl)-1-((2R,3S)-3-(pyrrolidine-1-carbonyl)piperidine-2-carbonyl)pyrrolidine-2-carboxamide COC1=CC=C(C=N1)C[C@@H]1C[C@H](N(C1)C(=O)[C@@H]1NCCC[C@@H]1C(=O)N1CCCC1)C(=O)NCC=1C=C2C=NN(C2=CC1)C